3-hydroxymethyl-1,3,5-pentanetriol OCC(CCO)(CCO)O